NCCC1(CCNCC1)CO [4-(2-aminoethyl)piperidin-4-yl]methanol